tert-butyl 3-(4-bromophenyl)-2,6-dioxo-piperidine-1-carboxylate BrC1=CC=C(C=C1)C1C(N(C(CC1)=O)C(=O)OC(C)(C)C)=O